3-amino-N-((2,6-dihydroxy-5'-methyl-4-pentyl-2'-(prop-1-en-2-yl)-[1,1'-biphenyl]-3-yl)sulfonyl)-2-methylpropanamide NCC(C(=O)NS(=O)(=O)C=1C(=C(C(=CC1CCCCC)O)C1=C(C=CC(=C1)C)C(=C)C)O)C